C1(=CC=CC=C1)C(C(=O)O)(C1=CC=CC=C1)C1=CC=CC=C1.ClC1=C(COCCOCCCCCCNC[C@H](O)C2=CC(=C(C=C2)O)CO)C(=CC=C1)Cl 4-{(1R)-2-[(6-{2-[(2,6-dichlorobenzyl)oxy]ethoxy}hexyl)amino]-1-hydroxyethyl}-2-(hydroxymethyl)phenol triphenylacetate salt